FC(C1=CC2=C(SC(=C2)C(N[C@H]2CCCC[C@@H]3N(C2=O)[C@@H](CC3)C(=O)N3CC(C3)OC3=CC=CC=C3)=O)C=C1)(F)P(O)(O)=O (difluoro(2-(((3S,6S,10aS)-5-oxo-3-(3-phenoxyazetidine-1-carbonyl)decahydropyrrolo[1,2-a]azocin-6-yl)carbamoyl)benzo[b]thiophen-5-yl)methyl)phosphonic acid